4-chloro-1-[(3-cyclopropyl-1,2,4-oxadiazol-5-yl)methyl]-1'-(1H-indazole-5-carbonyl)spiro[indole-3,4'-piperidin]-2-one ClC1=C2C(=CC=C1)N(C(C21CCN(CC1)C(=O)C=1C=C2C=NNC2=CC1)=O)CC1=NC(=NO1)C1CC1